cyclobutyl-3-iodobenzoic acid C1(CCC1)C1=C(C(=O)O)C=CC=C1I